1,2,3,4,5-pentakis-phenylsilole C1(=CC=CC=C1)[SiH]1C(=C(C(=C1C1=CC=CC=C1)C1=CC=CC=C1)C1=CC=CC=C1)C1=CC=CC=C1